FC(CC[SiH3])(F)F (3,3,3-trifluoro-propyl)-silane